2-bromo-7-(10H-phenoxazin-10-yl)anthracene-9,10-dione BrC1=CC=2C(C3=CC(=CC=C3C(C2C=C1)=O)N1C2=CC=CC=C2OC=2C=CC=CC12)=O